(2-(3-(nitrooxy)-1-(2-phenyl-1H-indol-3-yl)propyl)phenyl)boronic acid [N+](=O)([O-])OCCC(C1=C(NC2=CC=CC=C12)C1=CC=CC=C1)C1=C(C=CC=C1)B(O)O